3-[3-(4-fluorophenyl)-1-bicyclo[1.1.1]pentanoyl]azetidine-1-carboxylic acid tert-butyl ester C(C)(C)(C)OC(=O)N1CC(C1)C(=O)C12CC(C1)(C2)C2=CC=C(C=C2)F